1-chloro-2,3-bis(acetyloxymethyl)-4-methylsulfonyloxybenzene ClC1=C(C(=C(C=C1)OS(=O)(=O)C)COC(C)=O)COC(C)=O